FC1=C(C=CC(=C1)OC(F)(F)F)B1OC(C(O1)(C)C)(C)C 2-(2-fluoro-4-(trifluoromethoxy)phenyl)-4,4,5,5-tetramethyl-1,3,2-dioxaborolane